6-(piperidin-1-yl)pyridazin-3-amine N1(CCCCC1)C1=CC=C(N=N1)N